ICCCC(CC(CC(CC(CC(CC(CCCC(OCCCCCCCC)OC(CCCC(CC(CC(CC(CC(CC(CCCI)C)C)C)C)C)C)OCCCCCCCC)C)C)C)C)C)C 17-iodo-4,6,8,10,12,14-hexamethylheptadecyloctyloxymethyl ether